3-oxo-6,7,8,9,10,11,12,13,14,15,16,17-dodecahydro-3H-cyclopenta[a]phenanthrene-17-carbothioic acid O=C1C=CC2C3CCC4C(CCC4C3CCC2=C1)C(O)=S